2-(piperidin-4-ylamino)benzoic acid N1CCC(CC1)NC1=C(C(=O)O)C=CC=C1